OCCCOC(=O)C1(CCC2(OCCCO2)CC1)NC(CC1=C(C=C(C=C1C)Cl)C)=O 3-hydroxypropyl-9-{[(4-chloro-2,6-dimethylphenyl)acetyl]-amino}-1,5-dioxaspiro[5.5]undecane-9-carboxylate